2-(2,6-dioxopiperidin-3-yl)-1,3-dioxoisoindoline-4-carboxamide O=C1NC(CCC1N1C(C=2C=CC=C(C2C1=O)C(=O)N)=O)=O